tert-butyl {2-[(2-{[(8S)-8-(chloromethyl)-4-hydroxy-1-methyl-7,8-dihydro-6H-thieno[3,2-e]indol-6-yl] carbonyl}-1H-indol-5-yl)carbamoyl]-1H-indol-5-yl}carbamate ClC[C@@H]1CN(C2=CC(=C3C(=C12)C(=CS3)C)O)C(=O)C=3NC1=CC=C(C=C1C3)NC(=O)C=3NC1=CC=C(C=C1C3)NC(OC(C)(C)C)=O